2-methylpropan-2-yl {[(3R,4R)-1-[2-(bicyclo[2.2.2]octan-1-yl)-5-nitroindazol-4-yl]-4-methyltetrahydro-1H-pyrrol-3-yl]amino}methanoate C12(CCC(CC1)CC2)N2N=C1C=CC(=C(C1=C2)N2C[C@@H]([C@@H](C2)C)NC(=O)OC(C)(C)C)[N+](=O)[O-]